7-oxa-1,3,6,13a-tetraazanaphtho[1,8-ab]heptalene-10-carbonitrile N1N2C=CC=C3C2=C(C=CC2=NOC=CC(=C32)C#N)N=C1